(+/-)-camphor-10-sulfonic acid CC1(C2CCC1(C(=O)C2)CS(=O)(=O)O)C